N1=CC=CC2=CC(=CC=C12)C1=CNC=2N=CN=C(C21)N 5-(quinolin-6-yl)-7H-pyrrolo[2,3-d]pyrimidin-4-amine